COC1=C(C=C(C=C1[N+](=O)[O-])[N+](=O)[O-])[N+](=O)[O-] trinitroanisole